3,5,6-trichloro-4-(1,3-dioxoisoindolin-2-yl)pyridylmethanoic acid isopropyl ester C(C)(C)OC(=O)C1=NC(=C(C(=C1Cl)N1C(C2=CC=CC=C2C1=O)=O)Cl)Cl